5',5''''-(benzo[c][1,2,5]selenadiazole-4,7-diyl)bis(4''-(5,5-dimethyl-1,3-dioxan-2-yl)-[1,1':3',1''-terphenyl]-4-amine) N=1[Se]N=C2C1C(=CC=C2C=2C=C(C=C(C2)C2=CC=C(C=C2)N)C2=CC=C(C=C2)C2OCC(CO2)(C)C)C=2C=C(C=C(C2)C2=CC=C(C=C2)N)C2=CC=C(C=C2)C2OCC(CO2)(C)C